C(C)(C)(C)OC(=O)NC1=CC(=C(C=N1)N1C=C(C(C2=CC(=C(C=C12)N1CC2=CC=CC=C2CC1)F)=O)C(=O)O)C 1-(6-((tert-butoxy-carbonyl)amino)-4-methylpyridin-3-yl)-7-(3,4-dihydro-isoquinolin-2(1H)-yl)-6-fluoro-4-oxo-1,4-dihydroquinoline-3-carboxylic acid